8-chloro-2-methoxy-7-nitro-1,5-naphthyridine ClC=1C(=CN=C2C=CC(=NC12)OC)[N+](=O)[O-]